CN1CC(C1)(C)[C@@](C=1C=C(C=NC1)CCC1(CCCC1)O)(C1=CC=C(C=C1)C(C)C)O 1-(2-{5-[(R)-(1,3-dimethyl-azetidin-3-yl)-hydroxy-(4-isopropyl-phenyl)-methyl]-pyridin-3-yl}-ethyl)-cyclopentanol